5,6-dibromobenzotriazol BrC1=CC2=C(NN=N2)C=C1Br